FC=1C=2N(C=C(C1)C1=CNC=3N=C(N=CC31)N[C@H](COC)C)C=CN2 (S)-5-(8-Fluoroimidazo[1,2-a]pyridin-6-yl)-N-(1-methoxypropan-2-yl)-7H-pyrrolo[2,3-d]pyrimidin-2-amine